(6-((7,7-dimethyl-5-oxo-7,8-dihydro-5H-pyrano[4,3-b]pyridin-2-yl)amino)-1-methoxy-2,7-naphthyridin-4-yl)pyrrolidine-1-carboxylic acid tert-butyl ester C(C)(C)(C)OC(=O)N1C(CCC1)C1=CN=C(C2=CN=C(C=C12)NC1=CC=C2C(=N1)CC(OC2=O)(C)C)OC